CN1CC(C1)(C)[C@@](C=1C=C(C=NC1)C#CC(C)(O)C1=NNC2=CC=CC=C12)(C1=CC=C(C=C1)C(C)C)O 4-{5-[(R)-(1,3-dimethyl-azetidin-3-yl)-hydroxy-(4-isopropyl-phenyl)-methyl]-pyridin-3-yl}-2-(1H-indazol-3-yl)-but-3-yn-2-ol